1-((2S,3R,4R)-6-fluoro-4-((3-methoxypyridin-2-yl)amino)-2,3-dimethyl-3,4-dihydroquinolin-1(2H)-yl)ethanone FC=1C=C2[C@@H]([C@H]([C@@H](N(C2=CC1)C(C)=O)C)C)NC1=NC=CC=C1OC